CN(S(=O)(=O)N1C=NC=C1)C N,N-dimethyl-1H-imidazole-1-sulfonamide